C(C)N1C(NC2=C(C1=O)SC(=C2)CN2CC(N(CC2)C=2C=C(C(=NC2)C(=O)NC)F)=O)=O 5-(4-((3-ethyl-2,4-dioxo-1,2,3,4-tetrahydrothieno[3,2-d]pyrimidin-6-yl)methyl)-2-oxopiperazin-1-yl)-3-fluoro-N-methylpicolinamide